C1(CC1)C=1C(=NON1)C(=O)N[C@H](C=1N=C2N(N=CC(=C2)C[C@@H]2C(NCC[C@H]2C(F)(F)F)=O)C1)C1CCC(CC1)(F)F |o1:21,26| 4-Cyclopropyl-N-[(S)-(4,4-difluorocyclohexyl)-[7-[[(3S*,4R*)-2-oxo-4-(trifluoromethyl)-3-piperidyl]methyl]imidazo[1,2-b]pyridazin-2-yl]methyl]-1,2,5-oxadiazole-3-carboxamide